2-(8-chloro-2-(3-(thiophen-2-yl)acryloyl)-2,3-dihydro-1H-pyrrolo[3,2,1-ij]quinazolin-7-carboxamido)-3-(3-(methylsulfonyl)phenyl)propanoic acid ClC1=CC=2CN(CN3C2C(=C1C(=O)NC(C(=O)O)CC1=CC(=CC=C1)S(=O)(=O)C)C=C3)C(C=CC=3SC=CC3)=O